C(C)(=O)N[C@H]1[C@@H](O[C@@H]([C@@H]([C@@H]1O)O)CO)SCCC(=O)OC methyl 3-(((2S,3R,4R,5R,6R)-3-acetamido-4,5-dihydroxy-6-(hydroxymethyl)tetrahydro-2H-pyran-2-yl)thio)propanoate